Ethyl 2-(2-bromo-7-methyl-4-oxo-6,7-dihydrofuro[3,2-c]pyridin-5(4H)-yl)acetate BrC1=CC=2C(N(CC(C2O1)C)CC(=O)OCC)=O